2-[(4-{6-[(4-chloro-2-fluorobenzyl)oxy]pyridin-2-yl}piperidin-1-yl)methyl]-5-fluoro-1-methyl-1H-benzimidazole-6-carboxylic acid ClC1=CC(=C(COC2=CC=CC(=N2)C2CCN(CC2)CC2=NC3=C(N2C)C=C(C(=C3)F)C(=O)O)C=C1)F